C(C)(C)(C)OC(NC1=C(C(=CC=C1)C1=NC=C(N=C1)C(C)C)OC)=O (3-(5-isopropylpyrazin-2-yl)-2-methoxyphenyl)carbamic acid tert-butyl ester